C(C1=CC=CC=C1)(=O)C1(N(C(C2=CC=CC=C12)=O)C1=CC=CC=C1)O 3-benzoyl-3-hydroxy-2-phenylisoindole-1-one